(S)-2-(4-isopropyl-2-oxo-5-(2-oxoethyl)pyrimidin-1(2H)-yl)-4-methylpentanoic acid methyl ester COC([C@H](CC(C)C)N1C(N=C(C(=C1)CC=O)C(C)C)=O)=O